NC=1SC2=C(N1)C=CC(=C2)C=2C(=NC=C(C(=O)NCC1=C(C=CC(=C1)F)OC1CCCC1)C2)OC 5-(2-aminobenzo[d]thiazol-6-yl)-N-(2-(cyclopentyloxy)-5-fluorobenzyl)-6-methoxynicotinamide